C(C1=CC=CC=C1)C=1C=NC(=NC1)N1CCC(=CC1)C=1C=NN2C1C=CC(=C2)C=2C=NN(C2)C 3-[1-(5-benzyl-pyrimidin-2-yl)-1,2,3,6-tetrahydropyridin-4-yl]-6-(1-methyl-1H-pyrazol-4-yl)pyrazolo[1,5-a]pyridine